4-fluoro-5,7-dihydrocyclopenta[b]pyridine-6,6-dicarboxylic acid dimethyl ester COC(=O)C1(CC=2C(=NC=CC2F)C1)C(=O)OC